((2S,6r)-2,6-dimethylmorpholinyl)methanone norbornyl-acetate C12(CCC(CC1)C2)CC(=O)O.C[C@H]2CN(C[C@H](O2)C)C=O